Ethyl 2-(2-chloro-4-(((5-oxo-4-(4-(trifluoromethyl)phenyl)-4,5-dihydro-1H-1,2,4-triazol-1-yl)methyl)thio)phenoxy)acetate ClC1=C(OCC(=O)OCC)C=CC(=C1)SCN1N=CN(C1=O)C1=CC=C(C=C1)C(F)(F)F